C12C3OC3C(C(C1)C(=O)[O-])C2 3-oxatricyclo[3.2.1.02,4]octan-6-carboxylat